CON=C(C#CC1CCCC1)C1=CC=CC=C1 3-cyclopentyl-1-phenyl-prop-2-yne-1-one-O-methyl oxime